4-((1S,4R,SR)-5-((4-cyclopropyl-1-(2,6-dichlorophenyl)-1H-pyrazol-5-yl)methoxy)-3-oxo-2-azabicyclo[2.2.1]heptan-2-yl)-N-((tetrahydro-2H-pyran-4-yl)sulfonyl)benzamide C1(CC1)C=1C=NN(C1CO[C@@H]1[C@@H]2C(N([C@H](C1)C2)C2=CC=C(C(=O)NS(=O)(=O)C1CCOCC1)C=C2)=O)C2=C(C=CC=C2Cl)Cl |&1:10|